C(C)(=O)N1CCC2(CC(N(C2)NC(\C=C/N2N=C(N=C2)C2=CC(=CC(=C2)C(F)(F)F)C(F)(F)F)=O)=O)CC1 (Z)-N-(8-acetyl-3-oxo-2,8-diazaspiro[4.5]decan-2-yl)-3-(3-(3,5-bis(trifluoromethyl)phenyl)-1H-1,2,4-triazol-1-yl)acrylamide